BrC=1C=C2C(=CN(C2=CC1)C(=O)OC(C)(C)C)CC#N tert-butyl 5-bromo-3-(cyanomethyl)-1H-indole-1-carboxylate